C(C1=CC=CC=C1)OC1NC(CCC1C1=C(C=C(C=C1F)Br)F)OCC1=CC=CC=C1 2,6-Bis(benzyloxy)-3-(4-bromo-2,6-difluorophenyl)piperidine